1-(4-(3-((3-fluoropyridin-2-yl)oxy)benzyl)piperazine-1-carbonyl)-1H-pyrazole-3-carboxylic acid FC=1C(=NC=CC1)OC=1C=C(CN2CCN(CC2)C(=O)N2N=C(C=C2)C(=O)O)C=CC1